FC1=C(C=C(C=C1F)CC1=NNC(C2=CC=CC=C12)=O)C1=CC2=C(NC(=N2)NC(=O)NCC)C=C1 1-(5-(2,3-difluoro-5-((4-oxo-3,4-dihydrophthalazin-1-yl)methyl)phenyl)-1H-benzimidazol-2-yl)-3-ethylurea